CC1=NC(=CC=C1S(=O)(=O)N1CC2(C1)CN(C2)[C@@H]2C[C@@H](OCC2)C)C(F)(F)F 2-((2-methyl-6-(trifluoromethyl)pyridin-3-yl)sulfonyl)-6-((2S,4S)-2-methyltetrahydro-2H-pyran-4-yl)-2,6-diazaspiro[3.3]heptane